OC=1C(=CC(C(C1C=1C=C(C2=C(NN=N2)C1)C(C)(C)CC(C)(C)C)C=1C=C(C2=C(NN=N2)C1)C(C)(C)CC(C)(C)C)=C)O 2-hydroxy-methylenebis(4-t-octyl-6-benzotriazolyl)phenol